trans-tert-butyl (2-fluorocyclopropyl)-carbamate F[C@H]1[C@@H](C1)NC(OC(C)(C)C)=O